N[C@@H](CO)[C@@H](\C=C\CCCCCCCCCCCCCCCCCCCCCCC)O (E,2S,3R)-2-aminooctacosane-4-ene-1,3-diol